NC1=C2C(=NC=N1)N(N=C2C2=CC(=C(C=C2)CC(=O)NC2=CC(=CC(=C2)C(F)(F)F)OCC2CN(C2)C)F)C(C)C (4-(4-amino-1-isopropyl-1H-pyrazolo[3,4-d]pyrimidin-3-yl)-2-fluorophenyl)-N-(3-((1-methylazetidin-3-yl)methoxy)-5-(trifluoromethyl)phenyl)acetamide